NC1=C(C(=NC=N1)N[C@H]1C[C@H](CCC1)C(C#CC)=O)C1=CC=C(C=C1)OC1=CC=CC=C1 1-((1S,3R)-3-(6-amino-5-(4-phenoxyphenyl)-pyrimidin-4-ylamino)-cyclohexyl)-but-2-yn-1-one